2-benzyl-4-(hydroxymethyl)-pyridazin-3-one C(C1=CC=CC=C1)N1N=CC=C(C1=O)CO